N-{4-[2-[4-(2,3-dichlorophenyl)piperazine-1-yl]ethyl]cyclohexyl}-N',N'-dimethylurea ClC1=C(C=CC=C1Cl)N1CCN(CC1)CCC1CCC(CC1)NC(=O)N(C)C